2-[4-(aminomethyl)phenyl]propionic acid NCC1=CC=C(C=C1)C(C(=O)O)C